4-[5-(3-Fluoro-benzyl)-2H-[1,2,4]triazol-3-yl]-1-(2-methyl-benzyl)-piperidine FC=1C=C(CC=2N=C(NN2)C2CCN(CC2)CC2=C(C=CC=C2)C)C=CC1